ClC=1C(=NC=CC1[N+](=O)[O-])C(=O)O chloro-4-nitro-pyridine-2-carboxylic acid